2-methyl-2-(4-((5-oxo-4-(4-(trifluoromethoxy)phenyl)-4,5-dihydro-1H-1,2,4-triazole-1-yl)methyl)-2-(trifluoromethoxy)phenoxy)ethyl propionate C(CC)(=O)OCC(OC1=C(C=C(C=C1)CN1N=CN(C1=O)C1=CC=C(C=C1)OC(F)(F)F)OC(F)(F)F)C